(1r,1'r,2s,2's)-((2-iodo-1,3-phenylene)bis(oxy)bis(3-(tert-butyldiphenylsiloxy)-1-(4-nitrophenyl)propane-1,2-diyl))bis(2,4,6-trimethylbenzamide) IC1=C(C=CC=C1O[C@H]([C@H](CO[Si](C1=CC=CC=C1)(C1=CC=CC=C1)C(C)(C)C)C=1C(=C(C(=O)N)C(=CC1C)C)C)C1=CC=C(C=C1)[N+](=O)[O-])O[C@H]([C@H](CO[Si](C1=CC=CC=C1)(C1=CC=CC=C1)C(C)(C)C)C=1C(=C(C(=O)N)C(=CC1C)C)C)C1=CC=C(C=C1)[N+](=O)[O-]